C[C@H]1[C@@H](N=CC1)C(=O)NCCCC[C@H](N)C(=O)O N6-[(2R,3R)-3-Methyl-3,4-dihydro-2H-pyrrol-2-yl]carbonyl-L-lysine